1,4-bis(10-phenylanthracene-9-yl)benzene C1(=CC=CC=C1)C1=C2C=CC=CC2=C(C2=CC=CC=C12)C1=CC=C(C=C1)C=1C2=CC=CC=C2C(=C2C=CC=CC12)C1=CC=CC=C1